C[C@H](CC)C1=CC=C(N(C)C2=CC=C(OC=3N=C(C4=C(N3)C=NC=C4)O)C=C2)C=C1 2-[4-[4-[(2R)-butan-2-yl]-N-methylanilino]phenoxy]pyrido[3,4-d]pyrimidin-4-ol